(1R,2S)-2-(3-{[5-chloro-6-(3-hydroxyazetidin-1-yl)pyrimidin-4-yl]amino}-1H-indazol-6-yl)-1'-ethyl-5'-methoxyspiro[cyclopropane-1,3'-indol]-2'(1'H)-one ClC=1C(=NC=NC1N1CC(C1)O)NC1=NNC2=CC(=CC=C12)[C@@H]1C[C@@]12C(N(C1=CC=C(C=C21)OC)CC)=O